CC1=C(C=CC(=C1)C1=NN(C=N1)C1=NC=C(C=C1)C(F)(F)F)NC(N)=O 3-(2-methyl-4-(1-(5-(trifluoromethyl)pyridin-2-yl)-1H-1,2,4-triazol-3-yl)phenyl)urea